2-(2-cyanobut-2-yl)-4-(trifluoromethyl)benzoic acid C(#N)C(C)(CC)C1=C(C(=O)O)C=CC(=C1)C(F)(F)F